CNCCC1=CC=CC=C1 methyl-(+-)-phenethylamine